5-(4-methoxypyridin-3-yl)-7-methyl-1H-pyrazolo[3,4-c]pyridine-1-carboxylate COC1=C(C=NC=C1)C=1C=C2C(=C(N1)C)N(N=C2)C(=O)[O-]